N-[[1-(3-bromo-1H-pyrazolo[3,4-d]pyrimidin-4-yl)piperidin-4-yl](4-chlorophenyl)methyl]-N',N'-diethyl-N-methylethane-1,2-diamine BrC1=NNC2=NC=NC(=C21)N2CCC(CC2)C(N(CCN(CC)CC)C)C2=CC=C(C=C2)Cl